N,N-bis-(3-aminopropyl)N-methylamine NCCCN(C)CCCN